Methyl (S)-3-iodo-2-methylpropanoate IC[C@H](C(=O)OC)C